ClC=1C2=C(NC(C1C=1NC3=C(C=NC(=C3)N3CCOCC3)N1)=O)C=CS2 7-chloro-6-(6-morpholino-1H-imidazo[4,5-c]pyridin-2-yl)thieno[3,2-b]pyridin-5(4H)-one